ISOBUTYL (CHLORO(PHENOXY)PHOSPHORYL)-L-ALANINATE ClP(=O)(OC1=CC=CC=C1)N[C@@H](C)C(=O)OCC(C)C